(3S)-4-amino-N-((1R,2S)-2-cyanocyclopentyl)-N-((5-cyano-2-pyridinyl)methyl)-3-methyl-1,3-dihydrofuro[3,4-c]quinoline-8-carboxamide NC1=NC=2C=CC(=CC2C2=C1[C@@H](OC2)C)C(=O)N(CC2=NC=C(C=C2)C#N)[C@H]2[C@H](CCC2)C#N